(3-methyl-9H-pyrido[2,3-b]indol-4-yl)benzamide CC1=C(C2=C(NC3=CC=CC=C23)N=C1)C1=C(C(=O)N)C=CC=C1